CC1OC=2C(=C(C=3CCN=CC3C2C)C=2C=NC=CC2)O1 2,4-dimethyl-9-(pyridin-3-yl)-7,8-dihydro-[1,3]dioxolo[4,5-g]isoquinolin